6-(3-isopropyl-5-(piperidin-4-yl)-1H-indol-2-yl)-2,5-dimethylpyridazin-3(2H)-one C(C)(C)C1=C(NC2=CC=C(C=C12)C1CCNCC1)C=1C(=CC(N(N1)C)=O)C